Cl.C(C#C)N[C@@H](CCC(=O)O)C(=O)O propargyl-L-glutamate hydrochloride